3-methoxy-4-(pyridin-2-yl)benzonitrile COC=1C=C(C#N)C=CC1C1=NC=CC=C1